O1C(CCC1)CNC1=CC=CC(=N1)S(=O)(=O)NC(=O)C=1C(=NC=CC1)N1C(CC(C1)C)(C)C N-[[6-(Tetrahydrofuran-2-ylmethylamino)-2-pyridyl]sulfonyl]-2-(2,2,4-trimethylpyrrolidin-1-yl)pyridin-3-carboxamid